3-[4-[4-(2-tert-butoxy-2-oxo-ethyl)-4-hydroxy-1-piperidyl]-3-chloro-anilino]propanoic acid C(C)(C)(C)OC(CC1(CCN(CC1)C1=C(C=C(NCCC(=O)O)C=C1)Cl)O)=O